BrC1=C(C=C(C(=C1)OC)OC(C)C)C(C)O 1-(2-bromo-5-isopropoxy-4-methoxyphenyl)ethane-1-ol